3,3-diethoxypropionic acid ethyl ester C(C)OC(CC(OCC)OCC)=O